ClC=1C=C(C=CC1N1C(N(C=C1)C)=O)C1=C(C(=CC(=C1)F)C1=CC(=NC=C1)F)OC 1-(3-chloro-5'-fluoro-3'-(2-fluoropyridin-4-yl)-2'-methoxy-[1,1'-biphenyl]-4-yl)-3-methyl-1H-imidazol-2(3H)-one